C(C)(C)(C)C=1C(C(=CC(C1)=O)C(C)(C)C)=O 2,6-di-tert-butyl-1,4-benzoquinone